C(C=C)(=O)N1CC(C1)C=1OC2=C(C1)C=CC(=C2C(=O)N)C2=C1C=NNC1=CC=C2C 2-(1-acryloylazetidin-3-yl)-6-(5-methyl-1H-indazol-4-yl)benzofuran-7-carboxamide